C(C)(C)(C)OC(=O)N1C[C@@H](OC[C@H]1C1=CC=C(C=C1)N1C(=CC2=C1N=CNC2=O)Cl)CC (2s,5r)-5-(4-(6-chloro-4-oxo-3,4-dihydro-7H-pyrrolo[2,3-d]pyrimidin-7-yl)phenyl)-2-ethylmorpholine-4-carboxylic acid tert-butyl ester